2-ETHYL-1H-IMIDAZOLE-4-CARBOXYLIC ACID C(C)C=1NC=C(N1)C(=O)O